2-(4-carboxypiperidin-1-yl)benzo[d]thiazole-6-carboxylic acid C(=O)(O)C1CCN(CC1)C=1SC2=C(N1)C=CC(=C2)C(=O)O